NC=1N=C(C2=C(N1)C=NN2CC2=C(C=C(C(=O)O)C=C2)OC)NCC2CC1(CC1)C2 4-((5-amino-7-((spiro[2.3]hexan-5-ylmethyl)amino)-1H-pyrazolo[4,3-d]pyrimidin-1-yl)methyl)-3-methoxybenzoic acid